(R or S)-3-methyl-2-(2-(1-methyl-4,5,6,7-tetrahydro-1H-benzo[d][1,2,3]triazol-6-yl)-2H-pyrazolo[3,4-b]pyridin-6-yl)-5-(trifluoromethyl)phenol CC=1C(=C(C=C(C1)C(F)(F)F)O)C=1C=CC=2C(N1)=NN(C2)[C@@H]2CCC1=C(N(N=N1)C)C2 |o1:21|